ferric phosphate lithium salt [Li].P(=O)([O-])([O-])[O-].[Fe+3]